ClC1=C(C(=CC(=C1)Cl)Cl)N=C=S 2,4,6-trichlorophenyl isothiocyanate